1-[4-[5-(4-ethyl-1,2,4-triazol-3-yl)-1-methyl-indazol-7-yl]oxyphenyl]-3-(1-methylcyclopropyl)imidazol-2-one C(C)N1C(=NN=C1)C=1C=C2C=NN(C2=C(C1)OC1=CC=C(C=C1)N1C(N(C=C1)C1(CC1)C)=O)C